8-methacryloxyoctyltriethoxysilane C(C(=C)C)(=O)OCCCCCCCC[Si](OCC)(OCC)OCC